C(C=C)OC(C[C@@H](C(=O)N1[C@@H](C[C@H](C1)O)C(=O)OCC1C2=CC=CC=C2C=2C=CC=CC12)N)=O (9H-fluoren-9-yl)methyl (2S,4R)-1-((S)-4-(allyloxy)-2-amino-4-oxobutanoyl)-4-hydroxypyrrolidine-2-carboxylate